CC1=NNC(=C1N1C(N(C=2C=NC=3C=C(C(=CC3C21)C=2C=NN(C2)C)OC)C)=O)C 1-(3,5-Dimethyl-1H-pyrazol-4-yl)-7-methoxy-3-methyl-8-(1-methyl-1H-pyrazol-4-yl)-1,3-dihydroimidazo[4,5-c]quinolin-2-one